C1(C(C(=CC(=C1)S(=O)(=O)O)S(=O)(=O)O)=O)=O 2-benzoquinone-3,5-disulfonic acid